N1=CC=NC2=CC=C(C=C12)C(=O)[O-] quinoxaline-7-carboxylate